(S)-(3-(6-methoxypyridin-3-yl)-2,3-dihydro-[1,4]dioxino[2,3-b]pyridin-7-yl)boronic acid COC1=CC=C(C=N1)[C@H]1COC=2C(=NC=C(C2)B(O)O)O1